C(C)(C)(C)OC(=O)N1CC([C@@H](C1)OC=1C=C2CN(C(C2=CC1)=O)[C@H](C(=O)N)CCC(=O)OC(C)(C)C)(F)F (R)-4-((2-((S)-1-amino-5-(tert-butoxy)-1,5-dioxopent-2-yl)-1-oxoisoindolin-5-yl)oxy)-3,3-difluoropyrrolidine-1-carboxylic acid tert-butyl ester